(2R,4R)-2-(4-boronobutyl)-4-[[(2S)-2,3-diaminopropanoyl]amino]pyrrolidine-2-carboxylic acid B(O)(O)CCCC[C@]1(NC[C@@H](C1)NC([C@H](CN)N)=O)C(=O)O